2-[(1R)-1-[[benzyl-(methyl)amino]methyl]-2-methoxy-2-oxo-ethoxy]acetic acid C(C1=CC=CC=C1)N(C)C[C@H](C(=O)OC)OCC(=O)O